C12CN(CC(CC1)N2)C=2OC1=C(N2)C(=C(C=C1C=1SC=CN1)COC)C(F)(F)F 2-(3,8-diazabicyclo[3.2.1]octan-3-yl)-5-(methoxymethyl)-7-(thiazol-2-yl)-4-(trifluoromethyl)benzo[d]oxazole